2-(4-acetylphenyl)-10-(diethylamino)-7,7-dimethyl-5,12b-dihydro-1H,7H-chromeno[4,3-c][1,2,4]triazolo[1,2-a]pyridazin-1,3(2H)-dione C(C)(=O)C1=CC=C(C=C1)N1C(N2N(CC=C3C2C=2C=CC(=CC2OC3(C)C)N(CC)CC)C1=O)=O